OCCCCCCOC1=CC(=C(C=C1)O)I 4-(6-hydroxyhexyloxy)iodophenol